CC1(CCN(CC1)C=1OC2=C(C=C(C=C2C(C1)=O)C)[C@@H](C)NC1=C(C(=O)O)C=CC=N1)C (R)-2-((1-(2-(4,4-dimethylpiperidin-1-yl)-6-methyl-4-oxo-4H-chromen-8-yl)ethyl)amino)nicotinic acid